2-(3,4-epoxycyclohexyl)dimethyl-ethoxysilane C1(CC2C(CC1)O2)CCO[SiH](C)C